4-[4-(benzylsulfanyl)phenyl]-2-methylbutan-2-ol C(C1=CC=CC=C1)SC1=CC=C(C=C1)CCC(C)(O)C